(R)-1,2,2-Trimethyl-4-(pyrrolidin-3-yl)piperazine CN1C(CN(CC1)[C@H]1CNCC1)(C)C